4-(4-bromo-3-methylphenyl)-1-(tetrahydro-2H-pyran-2-yl)-1H-pyrazole BrC1=C(C=C(C=C1)C=1C=NN(C1)C1OCCCC1)C